C(C)(C)(C)NC(=O)NS(=O)(=O)C1=C(C=CC(=C1)C#N)OC=1C=C(C=CC1)C1=CC=C(C=C1)OC(F)F N-(tert-Butylcarbamoyl)-5-cyano-2-((4'-(difluoromethoxy)-[1,1'-biphenyl]-3-yl)oxy)benzenesulfonamide